NC=1C=C(C=C(C1)F)C=1C2(CCC(C2CC1CCCCCC)O)C(=C)C1=CC=CC=C1 (exo)-4-(3-amino-5-fluorophenyl)-5-hexyl-3a-(1-phenylvinyl)-1,2,3,3a,6,6a-hexahydropentalen-1-ol